BrC1=CC(=CC=2NC=NC21)C(F)(F)F 4-bromo-6-(trifluoromethyl)-1H-benzo[d]Imidazole